BrC1=CC(=C(C=C1)C1\C(\CC1)=N/S(=O)C(C)(C)C)F (Z)-N-(2-(4-bromo-2-fluorophenyl)cyclobutylidene)-2-methylpropane-2-sulfinamide